(S)-β-amino-4-(4-iodophenyl)-butyric acid N[C@H](CC(=O)O)CC1=CC=C(C=C1)I